The molecule is a deoxyribulose phosphate that is D-ribulose 5-phosphate in which the hydroxy group at position 1 is replaced by a 2-carboxyphenylamino group. It has a role as an Escherichia coli metabolite. It derives from a D-ribulose and an anthranilic acid. It is a conjugate acid of a 1-(2-carboxylatophenylamino)-1-deoxy-D-ribulose 5-phosphate(3-). C1=CC=C(C(=C1)C(=O)O)NCC(=O)[C@@H]([C@@H](COP(=O)(O)O)O)O